2-hydrazino-7-bromopyrido[2,3-b]pyrazine N(N)C=1N=C2C(=NC1)N=CC(=C2)Br